COC1C(CCCC1)O 2-methoxy-1-cyclohexanol